2-(3-chlorophenyl)-1-(4-{[1,2,4]triazolo[4,3-b]pyridazin-6-yl}piperazin-1-yl)ethan-1-one ClC=1C=C(C=CC1)CC(=O)N1CCN(CC1)C=1C=CC=2N(N1)C=NN2